5-(4-chlorophenyl)-1-(2,4-dichlorophenyl)-4,5-dihydro-1H-pyrazole-3-carboxylic acid ClC1=CC=C(C=C1)C1CC(=NN1C1=C(C=C(C=C1)Cl)Cl)C(=O)O